BrC1=CC=C(C(=O)NC=2C=C(COC3=C(C(=O)N)C=CC=C3)C=CC2)C=C1 2-(3-(4-bromobenzamido)benzyloxy)benzamide